[Zr].C1=CC=CC=2C3=CC=CC=C3N(C12)C=1C(=C(C=C(C1)C)N(C1=C(C=CC=C1)C=1C(=C(C=C(C1)C)C(C)(C)C)O)CCOC)O [2'-((3-(9H-carbazol-9-yl)-2-hydroxy-5-methylphenyl)(2-methoxyethyl)amino)-3-tert-butyl-5-methyl-[1,1'-biphenyl]-2-ol] zirconium